C(#N)C1=C(C=C(C=C1)C1=CC(=CC(=N1)C(=O)NN1C2CC(CC1CC2)NC(OC(C)(C)C)=O)OC)F tert-butyl (8-(6-(4-cyano-3-fluorophenyl)-4-methoxypicolinamido)-8-azabicyclo[3.2.1]octane-3-yl)carbamate